6-fluoro-3-methyl-4-(trifluoromethyl)aniline FC1=CC(=C(C=C1N)C)C(F)(F)F